Quinazolin-4-ol-6-d 3,3-dimethylcyclobutyl-(tert-butoxycarbonyl)-L-alaninate CC1(CC(C1)N([C@@H](C)C(=O)O)C(=O)OC(C)(C)C)C.N1=CN=C(C2=CC(=CC=C12)[2H])O